Cl.CC=1N(C(=CC1)C)C=1SC2=C(C=NC(=C2)C2=C(C=NN2)C)N1 2-(2,5-dimethyl-1H-pyrrol-1-yl)-6-(4-methyl-1H-pyrazol-5-yl)thiazolo[4,5-c]pyridine hydrochloride